C(#N)C=1C(=NC(=NC1\C=C\C1=CC=CC2=CC=CC=C12)SC)N1C[C@H]2CC[C@@H](C1)N2C(=O)OC(C)(C)C tert-butyl (1r,5s)-3-(5-cyano-2-(methylthio)-6-((E)-2-(naphthalen-1-yl) vinyl) pyrimidin-4-yl)-3,8-diazabicyclo[3.2.1]octane-8-carboxylate